FC1(CC1)C(=O)N[C@H](C(=O)N1[C@@H](C[C@H](C1)O)C(=O)NCC1=C(OCCCC(=O)OCC)C=C(C=C1)C1=C(N=CS1)C)C(C)(C)C Ethyl 4-[2-({[(2S,4R)-1-[(2S)-2-[(1-fluorocyclopropyl)formamido]-3,3-dimethylbutanoyl]-4-hydroxypyrrolidin-2-yl]formamido}methyl)-5-(4-methyl-1,3-thiazol-5-yl)phenoxy]butanoate